C[C@H]1[C@H]([C@H]([C@@H]([C@@H](O1)O[C@H]2[C@H]([C@H](O[C@H]([C@@H]2O)O[C@@H]3[C@H](OC([C@@H]([C@H]3O)N)O)CO)CO)O)O)O)O The molecule is an amino trisaccharide consisting of alpha-L-fucopyranosyl, beta-D-galactopyranosyl and 2-amino-2-deoxy-D-glucopyranose residues joined in sequence by (1->3) and (1->4) glycosidic bonds. It is a primary amino compound and an amino trisaccharide.